CC1(OB(OC1(C)C)C=1C[C@@H](CC1)NC(OC(C)(C)C)=O)C tert-butyl (R)-(3-(4,4,5,5-tetramethyl-1,3,2-dioxaborolan-2-yl)cyclopent-3-en-1-yl)carbamate